Cis-5-(2-((4-sulfamoylphenyl)amino)pyrimidin-5-yl)tetrahydrofuran-3-yl ((S)-sec-butyl)carbamate [C@H](C)(CC)NC(O[C@@H]1CO[C@@H](C1)C=1C=NC(=NC1)NC1=CC=C(C=C1)S(N)(=O)=O)=O